tert-Butyl (2-((3,5-dibromopyridin-4-yl)oxy)-3,3,3-trifluoropropyl)(2,4-dimethoxybenzyl)carbamate BrC=1C=NC=C(C1OC(CN(C(OC(C)(C)C)=O)CC1=C(C=C(C=C1)OC)OC)C(F)(F)F)Br